O=C1NC(CCC1N1C(C2=CC=C(C=C2C1=O)NCCC[C@@H]1C[C@H](C1)N1N=CC(=C1)C1=NC2=CC(=CC=C2N=C1)C(F)(F)F)=O)=O 2-(2,6-dioxopiperidin-3-yl)-5-((3-(trans-3-(4-(7-(trifluoromethyl)quinoxalin-2-yl)-1H-pyrazol-1-yl)cyclobutyl)propyl)amino)isoindoline-1,3-dione